2-fluoro-4-(3-fluoro-4-methoxypiperidin-1-yl)formylbenzaldehyde FC1=C(C=O)C=CC(=C1)C(=O)N1CC(C(CC1)OC)F